BrC=1C(=CC2=C(N(CC(CS2(=O)=O)(CC)CCCC)C2=CC=CC=C2)C1)O\C=C/C(=O)OCC ethyl (Z)-3-((7-bromo-3-butyl-3-ethyl-1,1-dioxido-5-phenyl-2,3,4,5-tetrahydro-1,5-benzothiazepin-8-yl)oxy)acrylate